C(C1=CC=CC=C1)OC1=C(N=CC2=C(C=CC=C12)OC1=CC=CC=C1)C(=O)OC methyl 4-benzyloxy-8-phenoxy-isoquinoline-3-carboxylate